ClC1=CC(=C(C=C1)[C@@H]1OC2=C(C=CC=C2C=C1)C1CCN(CC1)CN1OC(=NC1C1=CC2=C(C=N1)NC(=N2)C[C@@H]2OCC2)C(F)(F)F)F 2-((4-((R)-2-(4-chloro-2-fluorophenyl)-2H-chromen-8-yl)piperidin-1-yl)methyl)-3-(((S)-oxetan-2-yl)methyl-3H-imidazolo[4,5-c]pyridin-6-yl)-5-(trifluoromethyl)-1,2,4-oxadiazole